(7R,14R)-11-chloro-1-(difluoromethoxy)-6-methyl-6,7-dihydro-7,14-methanobenzo[f]benzo[4,5]imidazo[1,2-a][1,4]diazocin-5(14H)-one ClC1=CC2=C(N=C3N2[C@H]2C4=C(C(N([C@@H]3C2)C)=O)C=CC=C4OC(F)F)C=C1